FC=1C=C(C=C(C1C=O)F)N(C(OC(C)(C)C)=O)C1CN(C1)CCCF tert-butyl (3,5-difluoro-4-formylphenyl)(1-(3-fluoropropyl)azetidin-3-yl)carbamate